C1(CC1)[C@H](O)C1=C(C(=O)NCC2=NC=C3C=CC(=NC3=C2)C2=NC(=CC=C2)N2C[C@@H](O[C@@H](C2)C)C)C=CC=C1 ((S)-cyclopropyl(hydroxy)methyl)-N-((2-(6-((cis)-2,6-dimethylmorpholino)pyridin-2-yl)-1,6-naphthyridin-7-yl)methyl)benzamide